10-(1-(2-aminopyridin-3-yl)ethyl)-5-(5,6-dimethyl-1-(tetrahydro-2H-pyran-2-yl)-1H-indazol-4-yl)-4-fluoro-9,10-dihydro-8H-7-oxa-1,3,6,10-tetraazacyclohepta[de]naphthalen-2-ol NC1=NC=CC=C1C(C)N1CCOC2=NC(=C(C=3N=C(N=C1C23)O)F)C2=C3C=NN(C3=CC(=C2C)C)C2OCCCC2